{(1R,2S,4R)-4-[(5-{[5-chloro-4-(hydroxymethyl)-2-thienyl]carbonyl}pyrimidin-4-yl)amino]-2-hydroxycyclopentyl}methyl sulfamate S(N)(OC[C@@H]1[C@H](C[C@@H](C1)NC1=NC=NC=C1C(=O)C=1SC(=C(C1)CO)Cl)O)(=O)=O